ClC1=CC=C(C=C1)C1=CC(=NN1C1=CC=C(C=C1)S(=O)(=O)N)C(F)(F)F (4-(5-(4-chlorophenyl)-3-(trifluoromethyl)-1H-pyrazol-1-yl)benzene-sulfonamide)